COC=1C=C(C=CC1OC)C1=NC2=C(N1C)C=C(C=C2C2=CC=C(CNC1CCOCC1)C=C2)C2=CC=C(C=C2)N2CCN(CC2)C(C)C N-(4-(2-(3,4-dimethoxyphenyl)-6-(4-(4-isopropylpiperazin-1-yl)phenyl)-1-methyl-1H-benzo[d]imidazol-4-yl)benzyl)tetrahydro-2H-pyran-4-amine